7-(((3R,5R)-5-(4-(2-(3,9-diazaspiro[5.5]undecan-3-yl)ethoxy)phenyl)-1-methylpiperidin-3-yl)amino)-6-bromo-5H-thiazolo[3,2-a]pyrimidin-5-one C1CN(CCC12CCNCC2)CCOC2=CC=C(C=C2)[C@H]2C[C@H](CN(C2)C)NC=2N=C1N(C(C2Br)=O)C=CS1